5,5'-Dimethoxy-2,2'-bis(tetrahydrofuran-2-yl)-4H,4'H-[8,8'-bichromene]-4,4'-dione COC1=C2C(C=C(OC2=C(C=C1)C=1C=CC(=C2C(C=C(OC12)C1OCCC1)=O)OC)C1OCCC1)=O